C(#C)C=1SC=C(N1)C(=O)NCCC1=CC=C(C=C1)C1=C2CN(C(C2=CC=C1)=O)C 2-Ethynyl-N-(4-(2-methyl-1-oxoisoindolin-4-yl)phenethyl)thiazole-4-carboxamide